2-[(4-hydroxycyclohexyl)amino]-N-methyl-pyrimidine-4-carboxamide OC1CCC(CC1)NC1=NC=CC(=N1)C(=O)NC